3-bromo-4-methoxyphenylborate-pinacol OC(C)(C)C(C)(C)O.BrC=1C=C(C=CC1OC)OB(O)O